benzyl N-[1-[(3R,4R)-4-[tert-butyl(diphenyl)silyl]oxy-3-methyl-tetrahydrofuran-3-yl]-4-piperidyl]carbamate [Si](C1=CC=CC=C1)(C1=CC=CC=C1)(C(C)(C)C)O[C@@H]1[C@](COC1)(C)N1CCC(CC1)NC(OCC1=CC=CC=C1)=O